N1(CCCCC1)C(=O)OC1=CC(=C(C=C1)C(\C=C\C1=CC=C(C=C1)N(C)C)=O)O [4-[(E)-3-[4-(Dimethylamino)phenyl]prop-2-enoyl]-3-hydroxyphenyl] piperidine-1-carboxylate